C(C)C=1NC(=C(N1)C1=CC(=CC(=C1)C)F)C=1C=CC=2N(C1)C=CN2 6-(2-Ethyl-4-(3-fluoro-5-methylphenyl)-1H-imidazol-5-yl)imidazo[1,2-a]pyridine